N1(CCNCCC1)C1=CC=C(NC2C(NC(CC2)=O)=O)C=C1 3-[4-(1,4-diazepan-1-yl)anilino]piperidine-2,6-dione